N1(CCCCC1)C(=O)OC1=NC2=CC(=CC=C2C=C1)OCCCCN1CCN(CC1)C1=CC=CC=2SC=CC21 7-(4-(4-(benzo[b]thiophen-4-yl)piperazin-1-yl)butoxy)quinolin-2-yl piperidine-1-carboxylate